2-(Boc)-2-methylpropanoic acid C(=O)(OC(C)(C)C)C(C(=O)O)(C)C